FC1(CNC(N(C1)C(COC)C=1C=CC(=C(C1)NC([C@H](C1CCC(CC1)(F)F)NC(OC(C)(C)C)=O)=O)O)=O)F Tert-butyl ((1S)-2-((5-(1-(5,5-difluoro-2-oxotetrahydropyrimidin-1(2H)-yl)-2-methoxyethyl)-2-hydroxyphenyl)amino)-1-(4,4-difluorocyclohexyl)-2-oxoethyl)carbamate